ClC1=C(C(=CC=C1)F)NC(C1=C(C=CC=C1)F)=O N-(2-chloro-6-fluorophenyl)-2-fluorobenzamide